((1-allyl-3-(benzyloxy)cyclobutyl)methoxy)(tert-butyl)dimethylsilane C(C=C)C1(CC(C1)OCC1=CC=CC=C1)CO[Si](C)(C)C(C)(C)C